COC1=C(C=CC(=C1)[N+](=O)[O-])NC(C1=C(C=C(C=C1)F)F)=O N-(2-methoxy-4-nitrophenyl)-2,4-difluorobenzamide